N-[pyrimidin-4-yl]-3-(1-methyl-1,2,3,6-tetrahydropyridin-4-yl)pyrrolo-[3,2-b]pyridine-5-carboxamide N1=CN=C(C=C1)NC(=O)C1=CC=C2C(N1)=C(C=N2)C=2CCN(CC2)C